tert-butyl N-[1-[7-[[7-[[(4-chloro-1,3,5-triazin-2-yl)amino]methyl]-2-methyl-indazol-5-yl]carbamoyl]-2-methyl-indazol-4-yl]-4-piperidyl]-N-cyclopropyl-carbamate ClC1=NC(=NC=N1)NCC1=CC(=CC2=CN(N=C12)C)NC(=O)C1=CC=C(C2=CN(N=C12)C)N1CCC(CC1)N(C(OC(C)(C)C)=O)C1CC1